C(C)OC(C(CC(=O)OCC)N)=O aminosuccinic acid diethyl ester